O1CCOCC1 trans-dioxane